N-(1,1'-biphenyl-4-yl)-N-[4-(9-phenyl-9H-carbazol-3-yl)phenyl]-9,9'-spirobi[9H-fluoren]-2-amine C1(=CC=C(C=C1)N(C1=CC=2C3(C4=CC=CC=C4C2C=C1)C1=CC=CC=C1C=1C=CC=CC13)C1=CC=C(C=C1)C=1C=CC=3N(C2=CC=CC=C2C3C1)C1=CC=CC=C1)C1=CC=CC=C1